3-(1H-indol-5-yl)-1-(4-{[(1H-indol-5-yl)carbamoyl]amino}phenyl)urea N1C=CC2=CC(=CC=C12)NC(NC1=CC=C(C=C1)NC(NC=1C=C2C=CNC2=CC1)=O)=O